beta-D-mannuronic acid (beta-D-mannuronate) O[C@H]1[C@@H](O)[C@@H](O)[C@H](O)[C@H](O1)C(=O)O.O[C@H]1[C@@H](O)[C@@H](O)[C@H](O)[C@H](O1)C(=O)O